6-(2-methyl-2H-1,2,3-triazol-4-yl)nicotinaldehyde CN1N=CC(=N1)C1=NC=C(C=O)C=C1